[(2S,4R)-4-(4-fluorophenyl)-2-methyl-pyrrolidin-1-yl]-(3-pyridazin-4-yl-1H-pyrazol-5-yl)methanone FC1=CC=C(C=C1)[C@H]1C[C@@H](N(C1)C(=O)C1=CC(=NN1)C1=CN=NC=C1)C